BrC1OC2=C(C1Br)C=CC(=C2)F 2,3-dibromo-6-fluoro-2,3-dihydro-1-benzofuran